C1(CC1)N1N=CC(=C1)[C@H]1CN(C[C@H](O1)C)C=1N=C(C2=C(N1)N=C(C(=C2)C)C)C2=CC=CC=C2 (2S,6R)-2-(1-cyclopropylpyrazol-4-yl)-4-(6,7-dimethyl-4-phenylpyrido[2,3-d]pyrimidin-2-yl)-6-methyl-morpholine